Ethyl 2-oxocyclohexanecarboxylate O=C1C(CCCC1)C(=O)OCC